N[C@@H]1[C@@H]([C@H]([C@@H](C1)CO)O)F (1S,2S,3S,5S)-3-amino-2-fluoro-5-(hydroxymethyl)cyclopentanol